C(C=CCCCCCCCCC)(=O)OC[C@@H](OC(C=CCCCCCCCCC)=O)COP(=O)([O-])OCC[N+](C)(C)C 1,2-di-dodecenoyl-sn-glycero-3-phosphocholine